ClC1=C(C(=O)NC=2OC(=NN2)C)C=CC(=C1S(=O)C)C(F)(F)F 2-Chloro-N-(5-methyl-1,3,4-oxadiazol-2-yl)[(3S)-methylsulfinyl]-4-(trifluoromethyl)benzamid